BrC1=CC=CC2=C1N=C(O2)C2=CC=CC=C2 4-bromo-2-phenylbenzo[D]oxazole